5-(4-hydroxyphenyl)tetrazole OC1=CC=C(C=C1)C1=NN=NN1